1-(4-fluorobenzoyl)-N-hydroxy-3-(((6-methoxynaphthalen-2-yl)oxy)methyl)azetidine-3-carboxamide FC1=CC=C(C(=O)N2CC(C2)(C(=O)NO)COC2=CC3=CC=C(C=C3C=C2)OC)C=C1